[3-(5-chloropyridin-3-yl)-2-cyclopropylphenyl]acetic acid ClC=1C=C(C=NC1)C=1C(=C(C=CC1)CC(=O)O)C1CC1